(S,S) or (S,R)-N'-((3-hydroxy-1,2,3,5,6,7-hexahydro-s-indacen-4-yl)carbamoyl)-5-(2-hydroxypropan-2-yl)thiazole-2-sulfonimidamide O[C@H]1CCC2=CC=3CCCC3C(=C12)NC(=O)N=[S@@](=O)(N)C=1SC(=CN1)C(C)(C)O |o1:1|